FC(C=1C(=C(C(=CC1)F)C1=CC(=C2C=NC(=NN21)N[C@H]2[C@@H](CN(CC2)S(=O)(=O)C)O)F)F)F (3R,4R)-4-((7-(3-(difluoromethyl)-2,6-difluorophenyl)-5-fluoropyrrolo[2,1-f][1,2,4]triazin-2-yl)amino)-1-(methylsulfonyl)piperidin-3-ol